(D)-tagatose OCC(=O)[C@@H](O)[C@@H](O)[C@H](O)CO